1-(4-hydroxyphenyl)-4-(4-aminophenyl)piperazine OC1=CC=C(C=C1)N1CCN(CC1)C1=CC=C(C=C1)N